tert-Butyl-[4-bromo-5-(3,4-difluorophenyl)-1-(2-fluorophenyl)-1H-pyrazol-3-yl]carbamate C(C)(C)(C)OC(NC1=NN(C(=C1Br)C1=CC(=C(C=C1)F)F)C1=C(C=CC=C1)F)=O